FC(C(=O)O)(F)F.N[C@H]1[C@@H]([C@@H](CCC1)O)C1=C(C2=NC(=CC(=C2S1)NCC=1SC=CC1)Cl)Br (1r,2s,3r)-3-amino-2-(3-bromo-5-chloro-7-((thiophen-2-ylmethyl)amino)thieno[3,2-b]pyridin-2-yl)cyclohexan-1-ol trifluoroacetate